[Br-].OC1=C(C=C(C=C1)CCC)C1=C(CCC2[N+](CCCC2)(C)C)C=CC=C1 2-[2-(2-hydroxy-5-propyl-phenyl)-phenethyl]-N,N-dimethylpiperidinium bromide